(R)-2-[5-(ethylsulfonimidoyl)-6-[3-methyl-6-(trifluoromethyl)imidazo[4,5-b]pyridin-2-yl]-3-pyridyl]-2-methyl-propanenitrile C(C)[S@](=O)(=N)C=1C=C(C=NC1C1=NC=2C(=NC=C(C2)C(F)(F)F)N1C)C(C#N)(C)C